N-[(1R)-1-[3-(1,1-difluoro-2-hydroxyethyl)phenyl]ethyl]-5-(1H-imidazol-5-yl)-4-methoxy-2H-indazole-7-carboxamide FC(CO)(F)C=1C=C(C=CC1)[C@@H](C)NC(=O)C1=CC(=C(C2=CNN=C12)OC)C1=CN=CN1